ClC1=C(C=C(C(=C1Cl)N=C=O)C)C 2,3-dichloro-4-isocyanato-1,5-dimethylbenzene